FC(C1=C(C=CC=C1)C(CC1CN(CCC1)C(=O)OC(C)(C)C)C)(F)F tert-butyl 3-(2-(2-(trifluoromethyl)phenyl)propyl)piperidine-1-carboxylate